4-((5-(imidazo[1,2-a]pyrimidin-6-yl)-4-methoxy-7H-pyrrolo[2,3-d]pyrimidin-2-yl)amino)-1-methylcyclohexan-1-ol N=1C=CN2C1N=CC(=C2)C2=CNC=1N=C(N=C(C12)OC)NC1CCC(CC1)(O)C